(S)-di-tert-butyl (4-(1,3-dioxoisoindolin-2-yl)-2-((triisopropylsilyl) oxy)butane-1,3-diyl)dicarbamate O=C1N(C(C2=CC=CC=C12)=O)CC([C@H](CNC(OC(C)(C)C)=O)O[Si](C(C)C)(C(C)C)C(C)C)NC(OC(C)(C)C)=O